N-[(3,5-difluoropyridin-2-yl)methyl]-2-[3-(2-fluoroethyl)[1,4'-bipiperidine]-1'-yl]-1,3-thiazole-5-carboxamide FC=1C(=NC=C(C1)F)CNC(=O)C1=CN=C(S1)N1CCC(CC1)N1CC(CCC1)CCF